CN1CC(CC1=O)C(=O)O 1-METHYL-5-OXO-PYRROLIDINE-3-CARBOXYLIC ACID